1-(2-(((1s,3s)-3-aminocyclopentyl)amino)pyrimidin-5-yl)pyridin-2(1H)-one N[C@@H]1C[C@H](CC1)NC1=NC=C(C=N1)N1C(C=CC=C1)=O